3-(3,5-dibromo-4-hydroxybenzylidene)indol-2-one BrC=1C=C(C=C2C(NC3=CC=CC=C23)=O)C=C(C1O)Br